C(C)(C)(C)OC(=O)C=1C(=NC(=CC1)N1N=C(C=C1)OCC12CC(C1)(C2)F)Cl 2-chloro-6-[3-[(3-fluoro-1-bicyclo[1.1.1]pentyl)methoxy]pyrazol-1-yl]pyridine-3-carboxylic acid tert-butyl ester